(S)-4-(5-(5-fluoro-2-methoxypyridin-4-yl)-1H-pyrazole-3-carbonyl)-N-((R)-5-hydroxy-4,5,6,7-tetrahydropyrazolo[1,5-a]pyridin-3-yl)-4-azaspiro[2.5]octane-7-carboxamide FC=1C(=CC(=NC1)OC)C1=CC(=NN1)C(=O)N1C2(CC2)C[C@H](CC1)C(=O)NC=1C=NN2C1C[C@@H](CC2)O